N,α-diethyl-3,4-methylenedioxy-phenethylamine C(C)NC(CC1=CC2=C(C=C1)OCO2)CC